1,1'-thiobis-2(1H)-pyridone S(N1C(C=CC=C1)=O)N1C(C=CC=C1)=O